C1=C(C=CC=2C3=CC=CC=C3C3(C12)C1=CC=CC=C1C=1C=CC=CC13)C=1C=C(C=CC1)C1=CC(=CC=C1)C1=CC(=NC(=C1)C1=CC=CC=C1)C1=CC=CC=C1 4-[3'-(9,9-spirobi[9H-fluoren]-2-yl)-biphenyl-3-yl]-2,6-diphenyl-pyridine